3-[4-[2-[[4-[(3R,5R)-5-[(5-bromo-1-methyl-6-oxo-pyridazin-4-yl)amino]-1-methyl-3-piperidyl]phenyl]methyl]-2,7-diazaspiro[3.5]nonan-7-yl]phenyl]piperidine-2,6-dione BrC1=C(C=NN(C1=O)C)N[C@@H]1C[C@@H](CN(C1)C)C1=CC=C(C=C1)CN1CC2(C1)CCN(CC2)C2=CC=C(C=C2)C2C(NC(CC2)=O)=O